3-((R)-1-amino-8-azaspiro[4.5]dec-8-yl)-6-(2,3-dichlorophenyl)-5-methyl-N-(tetrahydrofuran-3-yl)pyrazine-2-carboxamide N[C@@H]1CCCC12CCN(CC2)C=2C(=NC(=C(N2)C)C2=C(C(=CC=C2)Cl)Cl)C(=O)NC2COCC2